C(C1=CC=CC=C1)OC(=O)N1C[C@H](CCC1)C(=O)O (3s)-1-[(benzyloxy)carbonyl]piperidine-3-carboxylic acid